C(C)(C)(C)OC(=O)N1CCC(C2(OCC2)C2=C1C=CC(=C2)Cl)(F)F 7-chloro-4,4-difluoro-1,2,3,4-tetrahydrospiro[1-benzazepine-5,2'-oxetane]-1-carboxylic acid tert-butyl ester